O=C(C(=C)C)N1CCOCC1 4-(1-oxo-2-methyl-2-propenyl)morpholine